1-{4-[5-({[4-(Aminomethyl)phenyl]methyl}(methyl)amino)-4-methyl-1-(2-methylfuran-3-carbonyl)-1H-pyrazol-3-yl]-3-(trifluoromethyl)piperidin-1-yl}-2,2-dimethylpropan-1-on NCC1=CC=C(C=C1)CN(C1=C(C(=NN1C(=O)C1=C(OC=C1)C)C1C(CN(CC1)C(C(C)(C)C)=O)C(F)(F)F)C)C